CC1(CC1)CN1C(N(C(C2=CC(=CC=C12)S(NC1(CC1)C)(=O)=O)=O)C1CN(C1)C(=O)OC(C)(C)C)=O tert-butyl 3-(1-((1-methylcyclopropyl)methyl)-6-(N-(1-methylcyclopropyl)sulfamoyl)-2,4-dioxo-1,4-dihydroquinazolin-3(2H)-yl)azetidine-1-carboxylate